C(CCCCC)C#CC(C#CC1=CC=CC=C1)CCCCC 1-hexyl-3-pentyl-5-phenyl-1,4-pentadiyne